2,6-dimethoxy-4-[7-(6-morpholino-3-pyridyl)imidazo[1,2-a]pyridin-3-yl]-N-(2,2,2-trifluoroethyl)benzamide COC1=C(C(=O)NCC(F)(F)F)C(=CC(=C1)C1=CN=C2N1C=CC(=C2)C=2C=NC(=CC2)N2CCOCC2)OC